(5'S,7a'R)-5'-(3,5-difluoro-phenyl)-1-(3-methylisoxazole-4-carbonyl)tetrahydro-3'H-spiro[piperidine-4,2'-pyrrolo[2,1-b]oxazol]-3'-one FC=1C=C(C=C(C1)F)[C@@H]1CC[C@H]2OC3(C(N21)=O)CCN(CC3)C(=O)C=3C(=NOC3)C